ethyl 8-(5-chloro-3-fluoropyridin-2-yl)-5-(4-chlorobenzyl)-6,9-dioxo-5,8-diazaspiro[3.5]nonane-2-carboxylate ClC=1C=C(C(=NC1)N1CC(N(C2(CC(C2)C(=O)OCC)C1=O)CC1=CC=C(C=C1)Cl)=O)F